C(#N)N1C[C@]2(CC2C1)NC(=O)C=1SC(=CN1)C1=C(C=NC=C1)NC1=CC=CC=C1 N-((1R)-3-Cyano-3-azabicyclo[3.1.0]hexan-1-yl)-5-(3-(phenylamino)pyridin-4-yl)thiazol-2-carboxamid